FC1(CN(CCC1NC(=O)C1=C(OC2=C1C=C(C=C2)OCC=2C(=NC=CC2)OC)C)C(=O)OC(C)(C)C)F tert-butyl 3,3-difluoro-4-(5-((2-methoxypyridin-3-yl)methoxy)-2-methylbenzofuran-3-carboxamido)piperidine-1-carboxylate